C(CCC)CC(=O)O.C(CCC)OC(C)=O.ClC=1N=C(SC1N(C(CCS(=O)(=O)C)=O)CC)C=1C=NC=CC1 N-[4-chloro-2-(pyridin-3-yl)-1,3-thiazol-5-yl]-N-ethyl-3-(methylsulfonyl)propanamide Butyl-acetate (Butyl-acetate)